4,4'-(1,4-phenylenebis(acetylene-2,1-diyl))diphenylazide C1(=CC=C(C=C1)C#CC1=CC=C(C=C1)N=[N+]=[N-])C#CC1=CC=C(C=C1)N=[N+]=[N-]